C(C)(C)(C)OC(=O)N1C[C@H](OCCC1)C(N[C@@H](CC1=C(C=C(C=C1)C=1CCN(CC1)C1COC1)F)C#N)=O tert-butyl-(S)-2-(((S)-1-cyano-2-(2-fluoro-4-(1-(oxetan-3-yl)-1,2,3,6-tetrahydropyridin-4-yl)phenyl)ethyl)carbamoyl)-1,4-oxazepane-4-carboxylate